5-fluoro-2-iodo-3-(2,4,6-trifluorophenyl)pyridine FC=1C=C(C(=NC1)I)C1=C(C=C(C=C1F)F)F